FC1(CC(C1)OC=1N=CC(=NC1)C1=CC(=NO1)[O-])C=1SC=C(N1)C(F)(F)F.[NH4+] ammonium 5-[5-({trans-3-fluoro-3-[4-(trifluoromethyl)-1,3-thiazol-2-yl]cyclobutyl}oxy)pyrazin-2-yl]isoxazol-3-olate